((4-butylphenyl)ethynyl)trimethylsilane ethyl-4-chloro-2-(methylsulfanyl)pyrimidine-5-carboxylate C(C)OC(=O)C=1C(=NC(=NC1)SC)Cl.C(CCC)C1=CC=C(C=C1)C#C[Si](C)(C)C